(((bromo-2,5-dimethoxyphenethyl)carbamoyl)oxy)methyl tetrahydro-2H-pyran-4-carboxylate O1CCC(CC1)C(=O)OCOC(NC(CC1=C(C=CC(=C1)OC)OC)Br)=O